C(C)(=O)N[C@@](C=O)(O)[C@@](O)([C@](O)([C@H](O)C(O)C(C)=O)C(C)=O)C(C)=O 2-acetamido-3,4,6-triacetylglucose